2-phenyl-2H-benzopyran-3-carbaldehyde C1(=CC=CC=C1)C1OC2=C(C=C1C=O)C=CC=C2